C(C)OC(=O)C1C(CCCC1)=O ethyl-2-oxocyclohexanecarboxylate